C(C)(C)OC=1N=CC2=C(N1)N(N=N2)C isopropoxy-3-methyl-3H-[1,2,3]triazolo[4,5-d]pyrimidine